ClC=1C(=C(C(=O)NC2CCC(CC2)NC2=CC(=NC3=CC=CC=C23)C(F)(F)F)C=CC1)C 3-chloro-2-methyl-N-[(1s,4s)-4-{[2-(trifluoromethyl)quinolin-4-yl]amino}cyclohexyl]benzamide